C(CCCCCCCCCCC)C(C1=CC=CC=C1)N(C)C dodecyl-dimethylbenzylamine